C(CCCCCCCCCC)(=O)OC1C(CC(CC1)CC=C)O 3-(4-undecanoyloxy-3-hydroxycyclohexyl)-1-propene